3,7-difluoro-2-(piperidin-4-yl)-4,5-dihydropyrazolo[1,5-a]quinoline FC=1C(=NN2C1CCC1=CC(=CC=C21)F)C2CCNCC2